C1(=CC=CC=C1)[C@H](C)O (S)-1-phenyl-ethanol